6-[2-({1-[(2E)-2-(aminomethyl)-3-fluoroprop-2-en-1-yl]-5-oxo-1,5-dihydro-4H-1,2,4-triazol-4-yl}methyl)-1-benzothien-5-yl]-8-methyl-3,4-dihydroquinolin-2(1H)-one NC/C(/CN1N=CN(C1=O)CC=1SC2=C(C1)C=C(C=C2)C=2C=C1CCC(NC1=C(C2)C)=O)=C\F